C1(CC1)C=1C(=C2C(C(N(C2=C(C1)F)CC(=O)N[C@H](CCC(=O)OC)C)=O)(C)C)F methyl (S)-4-(2-(5-cyclopropyl-4,7-difluoro-3,3-dimethyl-2-oxoindolin-1-yl)acetamido)pentanoate